ClCC1=CC(=C(C(=C1)OC)C=1N(C=C(N1)C(F)(F)F)C(C)C)F 2-[4-(chloromethyl)-2-fluoro-6-methoxyphenyl]-1-isopropyl-4-(trifluoromethyl)imidazole